NC1=NC=CC(=N1)C=1C(=NC=CC1)OC=1C=C(C(=O)NC)C=C(C1)OC 3-((3-(2-aminopyrimidin-4-yl)pyridin-2-yl)oxy)-5-methoxy-N-methylbenzamide